C(C=C)(=O)OOCCCCCCCCCCCCC[Si](Cl)(Cl)Cl acryloxyoxytridecyltrichlorosilane